1-(azepan-3-yl)-6-(pyridin-4-yl)-1H-benzo[d]imidazole N1CC(CCCC1)N1C=NC2=C1C=C(C=C2)C2=CC=NC=C2